(S)-4-(3-(5-fluoro-2-methoxypyridin-4-yl)-1H-pyrazole-5-carbonyl)-N-((1-(trifluoromethyl)-1H-imidazol-2-yl)methyl)-4-azaspiro[2.5]octane-7-carboxamide FC=1C(=CC(=NC1)OC)C1=NNC(=C1)C(=O)N1C2(CC2)C[C@H](CC1)C(=O)NCC=1N(C=CN1)C(F)(F)F